ClC1=C(C(=O)NCC(N[C@H]2CNCC2)=O)C=CC(=C1)NC=1C=2N(C=CN1)C(=CN2)C=2C(=NNC2)C(F)(F)F 2-chloro-N-[2-oxo-2-[[(3R)-pyrrolidin-3-yl]amino]ethyl]-4-[[3-[3-(trifluoromethyl)-1H-pyrazol-4-yl]imidazo[1,2-a]pyrazin-8-yl]amino]benzamide